C(#N)C1=NN(C2=CC=C(C=C12)OC1=CC=C(C=C1)N1CCCC1)CC=1C(=NOC1C)C (2S)-N-[4-({3-cyano-1-[(3,5-dimethyl-1,2-oxazol-4-yl)methyl]-1H-indazol-5-yl}oxy)phenyl]pyrrolidine